C(C)(C)(C)N(C(O)=O)C=1C=C2C(=NC1)N(N=C2C2CC2)C.C(C)(C)(C)C=2C=C(C=C(C2O)C(C)(C)C)C(C(=O)N)C (3,5-di-t-butyl-4-hydroxyphenyl)propionamide tert-butyl-(3-cyclopropyl-1-methyl-1H-pyrazolo[3,4-b]pyridin-5-yl)carbamate